N-((2-(3-Aminophenyl)pyrimidin-5-yl)methyl)-2-chloro-6-(trifluoromethyl)pyridin NC=1C=C(C=CC1)C1=NC=C(C=N1)CN1C(C=CC=C1C(F)(F)F)Cl